FC1=C(C(=CC(=C1)N1CC2(CNC2)CC1)F)C1C(NC(CC1)=O)=O 3-(2,6-difluoro-4-(2,6-diazaspiro[3.4]octan-6-yl)phenyl)piperidine-2,6-dione